C(#N)CCCN1C=[N+](C=C1)C 1-(3-cyanopropyl)-3-methylimidazolium